BrC=1C(=C(C=C(C1)OC)C#C[Si](C)(C)C)C=1OC=CC1 ((3-bromo-2-(furan-2-yl)-5-methoxyphenyl)ethynyl)trimethylsilane